5-chloro-6-fluoro-1H-indene ClC=1C=C2C=CCC2=CC1F